O=S1(CCN(CC2=C1C=CC=C2)C2=NC1=CC=C(C=C1C(=N2)NCC2CN(C2)C(=O)OC(C)(C)C)C)=O Tert-butyl 3-(((2-(1,1-dioxido-2,3-dihydrobenzo[f][1,4]thiazepin-4(5H)-yl)-6-methylquinazolin-4-yl)amino)methyl)azetidine-1-carboxylate